FC=1C=C(C(=O)NC=2C=C3CC(NC3=CC2)=O)C=CN1 2-fluoro-N-(2-oxoindolin-5-yl)isonicotinamide